NC1=C(OCCS(=O)(=O)O)C=CC(=C1)OCC 2-(2-amino-4-ethoxyphenoxy)ethane-1-sulfonic acid